(S)-2-((2-(6-((4-cyano-2-fluorobenzyl)oxy)pyridin-2-yl)-1,3-dioxan-5-yl)methyl)-1-(oxetan-2-ylmethyl)-1H-benzo[d]imidazole-6-carboxylic acid C(#N)C1=CC(=C(COC2=CC=CC(=N2)C2OCC(CO2)CC2=NC3=C(N2C[C@H]2OCC2)C=C(C=C3)C(=O)O)C=C1)F